OC1=CC=C(C=C1)C(C=CC1=CC=C(C=C1)[N+](=O)[O-])=O 1-(4-Hydroxyphenyl)-3-(4-nitrophenyl)prop-2-en-1-one